FC1=CC(=C(C=C1)C1=NC=C(C=N1)CCN)OC1=NC(=NC(=C1)N1CCOCC1)C 2-[2-[4-fluoro-2-(2-methyl-6-morpholin-4-ylpyrimidin-4-yl)oxyphenyl]pyrimidin-5-yl]ethanamine